O1COC2=C1C=CC(=C2)CCNC(C2=CC(=CC=C2)NC2=NC=C(C=N2)C2=CC=CC=C2)=O N-[2-(2H-1,3-benzodioxol-5-yl)ethyl]-3-[(5-phenylpyrimidin-2-yl)amino]benzamide